C(C)(C)(C)OC(=O)N1S(N(CC1)C1=C(C=C(C=C1)Cl)Br)(=O)=O 5-(2-bromo-4-chlorophenyl)-1,1-dioxo-1,2,5-thiadiazolidine-2-carboxylic acid tert-butyl ester